FCC1=C(C=C(C=C1)NC(=O)N1C2CC(CC1C2)C)C2=NC=C(C=N2)F N-(4-(fluoromethyl)-3-(5-fluoropyrimidin-2-yl)phenyl)-3-methyl-6-azabicyclo[3.1.1]heptane-6-carboxamide